C(CC)C=1NC2=C(N1)C=C(C=C2C)C=2NC1=C(N2)C=CC=C1C 2-n-propyl-4-methyl-6-(methylbenzimidazol-2-yl)benzimidazole